N1=NN=C(C2=C1N=CC=N2)C(=O)[O-] pyrazinotriazainate